di-tert-butyl {[1-(prop-2-en-1-yl)cyclobutyl]methyl}-2-imidodicarbonate C(C=C)C1(CCC1)CN(C(=O)OC(C)(C)C)C(=O)OC(C)(C)C